tert-butyl 4-(2-chloro-3-cyano-6-hydroxyphenyl)piperidine-1-carboxylate ClC1=C(C(=CC=C1C#N)O)C1CCN(CC1)C(=O)OC(C)(C)C